N-(benzo[b]thiophen-5-ylmethyl)-4-(2-(3-fluoro-4-methylphenyl)-2H-pyrazolo[3,4-d]pyrimidin-4-yl)piperazine-2-carboxamide S1C2=C(C=C1)C=C(C=C2)CNC(=O)C2NCCN(C2)C=2C=1C(N=CN2)=NN(C1)C1=CC(=C(C=C1)C)F